7-Bromoquinoxalin-2(1H)-one BrC1=CC=C2N=CC(NC2=C1)=O